COC1=CC=C(C=C1)C1C(CC=2OC3=C(C21)C=CC=C3)(C(=O)OCC)C(=O)OCC diethyl 1-(4-methoxyphenyl)-1,3-dihydro-2H-cyclopenta[b]benzofuran-2,2-dicarboxylate